N-(3-Bromo-2-methyl-5-(trifluoromethyl)phenyl)-2,4,6-triisopropylbenzenesulfonamide BrC=1C(=C(C=C(C1)C(F)(F)F)NS(=O)(=O)C1=C(C=C(C=C1C(C)C)C(C)C)C(C)C)C